C([C@]12C[C@H](N([C@@H]2C1)C(=O)OC(C)(C)C)C(=O)OC)([2H])([2H])[2H] 2-(tert-butyl) 3-methyl (1R,3S,5R)-5-(methyl-d3)-2-azabicyclo[3.1.0]hexane-2,3-dicarboxylate